1,1',1''-(nitrilotris(ethane-2,1-diyl))tris(thiourea) N(CCNC(=S)N)(CCNC(=S)N)CCNC(=S)N